C1(CC1)C1=NNC=C1C1=C2CCN(C2=CC=C1)C(=O)[C@H]1N(CCC1)C#N (S)-2-(4-(3-cyclopropyl-1H-pyrazol-4-yl)indoline-1-carbonyl)pyrrolidine-1-carbonitrile